BrCC1=C([C@@H](N=C(N1)C=1SC=CN1)C1=C(C(=CC=C1)F)C)C(=O)OC(C)C (S)-isopropyl 6-(bromomethyl)-4-(3-fluoro-2-methylphenyl)-2-(thiazol-2-yl)-1,4-dihydropyrimidine-5-carboxylate